4-methylsulfonylamino-1,1'-biphenyl CS(=O)(=O)NC1=CC=C(C=C1)C1=CC=CC=C1